2-anilino-6,8-difluoro-3-phenylquinazolin-4(3H)-one N(C1=CC=CC=C1)C1=NC2=C(C=C(C=C2C(N1C1=CC=CC=C1)=O)F)F